C(#N)COC=1C=C(C(=O)NC)C=CC1NCC#CC=1N(C2=CC=CC(=C2C1)NC1CCC(CC1)N1CC2(COC2)C1)CC(F)(F)F 3-(cyanomethoxy)-N-methyl-4-{[3-(4-{[(1R,4R)-4-{2-oxa-6-azaspiro[3.3]heptan-6-yl}cyclohexyl]amino}-1-(2,2,2-trifluoroethyl)-1H-indol-2-yl)prop-2-yn-1-yl]amino}benzamide